C(C)(C)(C)OC(NC[C@@H](C)OC1=C(C=C(C(=C1)Br)F)C(NC1=C(C=CC=C1F)Cl)=O)=O |r| Rac-(2-{5-bromo-2-[(2-chloro-6-fluorophenyl)carbamoyl]-4-fluorophenoxy}propyl)carbamic acid tert-butyl ester